diglycerol monocaprylate monostearate C(CCCCCCCCCCCCCCCCC)(=O)O.C(CCCCCCC)(=O)O.OCC(O)CO.OCC(O)CO